benzyl N-[2-amino-1-(1-methyl-2-oxo-4-piperidylidene)-2-oxo-ethyl]carbamate NC(C(=C1CC(N(CC1)C)=O)NC(OCC1=CC=CC=C1)=O)=O